(2E)-N-(4-fluoro-2-methyl-phenyl)-2-oximino-acetamide FC1=CC(=C(C=C1)NC(/C=N/O)=O)C